6-chloro-1-(cyclohexylmethyl)-2-(4,6-dimethyl-1,3,5-triazin-2-yl)-2,3,4,9-tetrahydro-1H-pyrido[3,4-b]indole ClC=1C=C2C3=C(NC2=CC1)C(N(CC3)C3=NC(=NC(=N3)C)C)CC3CCCCC3